1-(Chloromethyl)-4-ethoxybenzene ClCC1=CC=C(C=C1)OCC